CN(CCNC(=O)C=1N=C(OC1C1=CC=CC=C1)C1=CC=C(C=C1)N(C)C)C (2-(dimethylamino)ethyl)-2-(4-(dimethylamino)phenyl)-5-phenyloxazole-4-carboxamide